pyridazine-4-imine N1=NCC(C=C1)=N